(5-methyl-2-(4-((4-methylpiperazin-1-yl)methyl)phenyl)thiazol-4-yl)methanol CC1=C(N=C(S1)C1=CC=C(C=C1)CN1CCN(CC1)C)CO